ClC=1C=C(C=C(C1OC=1C=CC2=C(N(C=N2)C2(CC2)C)C1)Cl)N1N=C(C(NC1=O)=O)C#N 2-(3,5-dichloro-4-((1-(1-methylcyclopropyl)-1H-benzo[d]imidazol-6-yl)oxy)phenyl)-3,5-dioxo-2,3,4,5-tetrahydro-1,2,4-triazine-6-carbonitrile